BrC1=CC(=NC=C1)C(C(=O)N)CN1CCNCC1 (4-bromopyridin-2-yl)-3-piperazin-1-yl-propionamide